C(C)(=O)OC1CCC2C3CCC=4C=CC=CC4C3CCC12 7,8,9,11,12,13,14,15,16,17-decahydro-6H-cyclopenta[a]phenanthren-17-yl acetate